4-propoxy-3-(trifluoromethyl)-1H-pyrrolo[2,3-b]pyridine C(CC)OC1=C2C(=NC=C1)NC=C2C(F)(F)F